CN(C(C=C)=O)C12CCC(C1)(C2)OC=2C=1N(C=C(N2)C=2C=NN(C2)C)N=CC1 N-methyl-N-(4-((6-(1-methyl-1H-pyrazol-4-yl)pyrazolo[1,5-a]pyrazin-4-yl)oxy)bicyclo[2.1.1]hexan-1-yl)acrylamide